(E)-3-(6-aminopyridin-3-yl)-N-((5-(4-(piperidine-1-carbonyl)phenyl)-7-(trifluoromethyl)benzofuran-2-yl)methyl)acrylamide NC1=CC=C(C=N1)/C=C/C(=O)NCC=1OC2=C(C1)C=C(C=C2C(F)(F)F)C2=CC=C(C=C2)C(=O)N2CCCCC2